Cl.NCCCCNC(=O)C1=CC=C(C=C1)NC(=O)N1C=CC2=C1N=CN=C2N(C)[C@H]2CN(CC[C@H]2C)C(CC#N)=O N-[4-(4-aminobutylcarbamoyl)phenyl]-4-[[(3R,4R)-1-(2-cyanoacetyl)-4-methyl-3-piperidyl]-methyl-amino]pyrrolo[2,3-d]pyrimidine-7-carboxamide hydrochloride